FC=1C(=NC=CC1C1=CC(=CC=2C=COC21)CO)C#N 3-fluoro-4-(5-(hydroxymethyl)benzofuran-7-yl)pyridinecarbonitrile